NCC1=CC=C(S1)C=1SC(=CC1)C(C)C1=C2C(=NC(=NC2=CC(=C1OC)OC)C)N {1-[5'-(aminomethyl)-2,2'-bithiophen-5-yl]ethyl}-6,7-dimethoxy-2-methylquinazolin-4-amine